ClC1=NC=C(C(=C1)C1=C(C=NC(=C1)C)C(=O)NC=1SC(=NN1)OC1CC(C1)O)OC 2'-chloro-N-(5-((1s,3s)-3-hydroxycyclobutoxy)-1,3,4-thiadiazol-2-yl)-5'-methoxy-6-methyl-(4,4'-bipyridine)-3-carboxamide